perfluorocyclopropylamine FN(C1(C(C1(F)F)(F)F)F)F